C1=CC=CC=2OC3=CC=CC=C3C(C12)C(=O)N xantheneamide